6-(cyclopenten-1-yl)-4-phenoxy-pyridine-3-carboxylic acid methyl ester COC(=O)C=1C=NC(=CC1OC1=CC=CC=C1)C1=CCCC1